BrC=1C(=NC=C(N1)Br)C(O)C1NCCC1(C)C (3,5-Dibromopyrazin-2-yl)-(3,3-dimethylpyrrolidin-2-yl)methanol